(2S)-N-((S)-1-((S)-4-methyl-1-((R)-2-methyloxiran-2-yl)-1-oxopentan-2-ylcarbamoyl)-2-phenylethyl)-2-((S)-2-(2-morpholinoacetamido)-4-phenylbutanamido)-4-methylpentanamide CC(C[C@@H](C(=O)[C@@]1(OC1)C)NC(=O)[C@H](CC1=CC=CC=C1)NC([C@H](CC(C)C)NC([C@H](CCC1=CC=CC=C1)NC(CN1CCOCC1)=O)=O)=O)C